ClC1=C(N=C(N=N1)NC1CN2CCCC2CC1)C N-(6-chloro-5-methyl-1,2,4-triazin-3-yl)-indolizidin-6-yl-amine